(5-{3-allyl-3-methyl-6-[(trimethylsilyl)methylene]cyclohex-1,4-dien-1-yl}thiophen-2-yl)trimethylsilane C(C=C)C1(C=C(C(C=C1)=C[Si](C)(C)C)C1=CC=C(S1)[Si](C)(C)C)C